(2R,3R,4S,5S)-2-(6-amino-2-fluoro-9H-purin-9-yl)-5-(chloromethyl)tetrahydrofuran-3,4-diol NC1=C2N=CN(C2=NC(=N1)F)[C@@H]1O[C@@H]([C@H]([C@H]1O)O)CCl